Butyldiphenyl(((3Z,6Z)-10-((tetrahydro-2H-pyran-2-yl)oxy)deca-3,6-dien-1-yl)oxy)silane C(CCC)[Si](OCC\C=C/C\C=C/CCCOC1OCCCC1)(C1=CC=CC=C1)C1=CC=CC=C1